BrC1=CC2=C(N(C1=O)C1=CC=C(C=C1)F)N=C(S2)OCC 6-bromo-2-ethoxy-4-(4-fluorophenyl)thiazolo[4,5-b]pyridin-5(4H)-one